3-bromospiro[5H-furo[3,4-b]pyridine-7,3-azetidine]-1-carboxylic acid tert-butyl ester C(C)(C)(C)OC(=O)N1C2=C(C=C(C1)Br)COC21CNC1